C(#N)C1=C(C=CC=C1)C1=C(C=C(C=C1)O[C@H]1[C@H](CCCC1)NS(=O)(=O)C(C)C)F N-{(1S,2R)-2-[(2'-cyano-2-fluorobiphenyl-4-yl)oxy]cyclohexyl}propane-2-sulfonamide